methyl 2-bromo-4-(vinyloxy)benzoate BrC1=C(C(=O)OC)C=CC(=C1)OC=C